BrC1=CC=2C(OCCC2S1)CNC(OC(C)(C)C)=O tert-butyl (2-bromo-6,7-dihydro-4H-thieno[3,2-c]pyran-4-yl)methylcarbamate